palmityl stearyl-2,2'-thiodiacetate C(CCCCCCCCCCCCCCCCC)C(C(=O)[O-])SCC(=O)OCCCCCCCCCCCCCCCC